ClC=1C=C(C=CC1O)CCC(=O)O 3-(3-chloro-4-hydroxyphenyl)propanoic acid